Cl.NCC1=NOC(C1)(C(=O)OCC)C Ethyl 3-(aminomethyl)-5-methyl-4,5-dihydroisoxazole-5-carboxylate hydrochloride